NC1=NC=CC(=C1Cl)SC=1N=CC(=NC1N1CCC(CC1)(C)CN)N 5-((2-amino-3-chloropyridin-4-yl)thio)-6-(4-(aminomethyl)-4-methylpiperidin-1-yl)pyrazin-2-amine